amino-2,3-pyridinedicarboxylic acid NC1=C(C(=NC=C1)C(=O)O)C(=O)O